CC1=CC=C2C(=N1)CNC2 2-Methyl-5,7-dihydro-6H-pyrrolo[3,4-b]pyridin